benzo[b]thiophene-5-carbonitrile S1C2=C(C=C1)C=C(C=C2)C#N